4,4'-azopyrazole N(=NC=1C=NNC1)C=1C=NNC1